C1(CC1)N(C1=C(C(=NC=N1)NCC1=CC=C(C=C1)CC(=O)N)F)CC1=NC=CC(=C1)C(F)(F)F 2-[4-[[[6-[cyclopropyl-[[4-(trifluoromethyl)-2-pyridyl]methyl]amino]-5-fluoro-pyrimidin-4-yl]amino]methyl]phenyl]acetamide